N-isopropyl-butane-2,3-dienamide C(C)(C)NC(C=C=C)=O